P(O)(N)OC[C@@H]1[C@H]([C@H]([C@@H](O1)N1C(=O)NC(=O)C=C1)F)O 2'-Fluoro-deoxyuridine phosphoramidite